FC(C(C(C(C(C(C(C(F)(F)S(=O)(=O)[O-])(F)F)(F)F)(F)F)(F)F)(F)F)(F)F)(C(F)(F)F)F nonadecafluorononylsulfonate